FC(C1=C(C=C(C(=C1)N)C(F)(F)F)N)(F)F 2,5-bis(trifluoromethyl)-1,4-phenylenediamine